N-[4-(formyl)phenyl]ethanesulfonamide C(=O)C1=CC=C(C=C1)NS(=O)(=O)CC